3-chloro-N-((3-chloro-4-fluorophenyl)(4-(methylsulfonyl)-1H-imidazol-2-yl)methyl)aniline ClC=1C=C(NC(C=2NC=C(N2)S(=O)(=O)C)C2=CC(=C(C=C2)F)Cl)C=CC1